N-(3-methoxybenzyl)-4-(piperidin-1-ylmethyl)-N-(3-(pyrrolidin-1-yl)benzyl)thiazol-2-amine COC=1C=C(CN(C=2SC=C(N2)CN2CCCCC2)CC2=CC(=CC=C2)N2CCCC2)C=CC1